ClC=1N=NC(=C(C1C(C=O)CC)C)Cl (3,6-dichloro-5-methylpyridazin-4-yl)butanal